C1(CC1)C1=C2C[C@@H](N(C2=CC=C1)C(=O)OC(C)(C)C)COC (R)-tert-butyl 4-cyclopropyl-2-(methoxymethyl)indoline-1-carboxylate